C[C@@H](C1=CC=CC=C1)N[C@@H](C)C2=CC=CC=C2.Cl (S,S)-(-)-bis(α-methylbenzyl)amine hydrochloride